2-({2-[2-(tert-Butoxycarbonylamino)pyridin-4-yl]acetyl}amino)-2-cyclooctyl-acetic acid lithium salt [Li+].C(C)(C)(C)OC(=O)NC1=NC=CC(=C1)CC(=O)NC(C(=O)[O-])C1CCCCCCC1